O=S1(N=C(C2=C1C=CC=C2)N(\N=C\C2=CC(=C(C=C2)O)OC)CCO)=O 4-[(E)-[(1,1-dioxo-1,2-benzothiazol-3-yl)-(2-hydroxyethyl)-hydrazono]methyl]-2-methoxy-phenol